(1-(2-chloro-3-fluoropyridin-4-yl)-5-methyl-1H-1,2,3-triazol-4-yl)methanol ClC1=NC=CC(=C1F)N1N=NC(=C1C)CO